2-[[1-(2-cyano-4-fluoro-phenyl)cyclopropanecarbonyl]amino]-4-[[3-fluoro-2-methoxy-propyl]-[4-(5,6,7,8-tetrahydro-1,8-naphthyridin-2-yl)butyl]amino]butanoic acid C(#N)C1=C(C=CC(=C1)F)C1(CC1)C(=O)NC(C(=O)O)CCN(CCCCC1=NC=2NCCCC2C=C1)CC(CF)OC